1,2,3,4-tetrabromocyclopentane BrC1C(C(C(C1)Br)Br)Br